eicosyl iodoacetate ICC(=O)OCCCCCCCCCCCCCCCCCCCC